CN(C1=CC=C(C=C1)\N=C/C1=C(C=CC=C1)OCC1=CC=C(C=C1)C(F)(F)F)C (Z)-N,N-dimethyl-4-((2-((4-(trifluoromethyl)benzyl)oxy)benzylidene)amino)aniline